FC1(C(N([C@H](C1)C=O)CC#CC1=CC=C(S1)C(=O)OC)=O)F (R)-Methyl 5-(3-(3,3-difluoro-5-formyl-2-oxopyrrolidin-1-yl)prop-1-yn-1-yl)thiophene-2-carboxylate